N-(1-fluoro-2-(2H-1,2,3-triazol-2-yl)prop-1-en-1-yl)-1-(1-methoxyisoquinolin-5-yl)-5-(trifluoromethyl)-1H-pyrazole-4-carboxamide FC(=C(C)N1N=CC=N1)NC(=O)C=1C=NN(C1C(F)(F)F)C1=C2C=CN=C(C2=CC=C1)OC